tert-butyl 3-(7-bromo-2-(((S)-2-(difluoromethylene)tetrahydro-1H-pyrrolizin-7a(5H)-yl)methoxy)-6,8-difluoro-5-methoxyquinazolin-4-yl)-3,8-diazabicyclo[3.2.1]octane-8-carboxylate BrC1=C(C(=C2C(=NC(=NC2=C1F)OC[C@]12CCCN2CC(C1)=C(F)F)N1CC2CCC(C1)N2C(=O)OC(C)(C)C)OC)F